NC(C)C1=NC(=NN1C1=CC=C(C=N1)C(=O)N1CCOCC1)I [6-[5-(1-aminoethyl)-3-iodo-1,2,4-triazol-1-yl]-3-pyridyl]-morpholino-methanone